(±)-2-(2,4-Difluorobenzyl)-6-methyl-2,6-dihydropyrrolo[3,4-c]pyrazole-5(4H)-carboxylic acid benzyl ester C(C1=CC=CC=C1)OC(=O)N1[C@@H](C2=NN(C=C2C1)CC1=C(C=C(C=C1)F)F)C |r|